ClC=1C(=NSC1C1CC1)C(=O)OC methyl 4-chloro-5-cyclopropyl-isothiazole-3-carboxylate